C(C)OC(=O)C1OC=CC=C1 Pyran-2-carboxylic acid ethyl ester